S1C=NC2=C1C(CCO2)CNC(OC(C)(C)C)=O tert-Butyl ((6,7-dihydro-5H-pyrano[2,3-d]thiazol-7-yl)methyl)carbamate